OC[C@H]1[C@@H](CC1)NC(OC(C)(C)C)=O trans-tert-butyl N-(2-(hydroxymethyl)cyclobutyl)carbamate